ClC1=C(C(=CC=C1)Cl)N1N=C(C(=C1)NC1=CC=C(C=C1)C(NC1CCN(CC1)C)=O)C(=O)N 1-(2,6-dichlorophenyl)-4-((4-((1-methylpiperidin-4-yl)carbamoyl)phenyl)amino)-1H-pyrazole-3-carboxamide